(R)-1-((8-((3-bromo-2-methylphenyl)amino)-1,7-naphthyridin-3-yl)methyl)pyrrolidine-3-carboxylic acid BrC=1C(=C(C=CC1)NC=1N=CC=C2C=C(C=NC12)CN1C[C@@H](CC1)C(=O)O)C